C1(=CC=CC=C1)C(CSCC(=CC1=CC=C(C=C1)C(C)=O)C1=CC=CC=C1)=CC1=CC=C(C=C1)C(C)=O 2-phenyl-3-(4-acetylphenyl)allylsulfide